ClC1=CC=C(C(=O)N2C(=C(C3=CC(=CC=C23)OC)CC(=O)N2C=CC3=C2N=CN=C3C=3C=NN(C3)C3(CN(C3)S(=O)(=O)CC)CC#N)C)C=C1 2-(3-(4-(7-(2-(1-(4-chlorobenzoyl)-5-methoxy-2-methyl-1H-indol-3-yl)acetyl)-7H-pyrrolo[2,3-d]pyrimidin-4-yl)-1H-pyrazol-1-yl)-1-(ethylsulfonyl)azetidin-3-yl)acetonitrile